SCCCCCCCCCCS 1,10-Dimercaptodecan